(R)-3-(3-chloro-4-fluorophenyl)-1-ethyl-1-(1-(1-oxo-1,2-dihydroisoquinolin-4-yl)ethyl)urea ClC=1C=C(C=CC1F)NC(N([C@H](C)C1=CNC(C2=CC=CC=C12)=O)CC)=O